CC(C1=CC=CC=C1)(C1=CC=C(C=C1)O)C1=CC=C(C=C1)O 4,4'-(alpha-methyl-benzylidene)bisphenol